N-(4-(7-(azetidine-3-yloxy)-6-methoxyquinazolin-4-yl)phenyl)-2-(4-(trifluoromethyl)phenyl)acetamide N1CC(C1)OC1=C(C=C2C(=NC=NC2=C1)C1=CC=C(C=C1)NC(CC1=CC=C(C=C1)C(F)(F)F)=O)OC